4-[5-(2-aminoethyl)pyrimidin-2-yl]-3-[6-(5,6-dihydro-4H-pyrimidin-1-yl)-2-methylpyrimidin-4-yl]oxybenzonitrile NCCC=1C=NC(=NC1)C1=C(C=C(C#N)C=C1)OC1=NC(=NC(=C1)N1C=NCCC1)C